(S)-2-Methyl-5-((1-methylazetidin-2-yl)methoxy)-N-(1-(7-(5-morpholinopyridin-3-yl)quinolin-5-yl)cyclopropyl)benzamide CC1=C(C(=O)NC2(CC2)C2=C3C=CC=NC3=CC(=C2)C=2C=NC=C(C2)N2CCOCC2)C=C(C=C1)OC[C@H]1N(CC1)C